N/C(=C/C)/N1N=CC(=C1N=C)C1=CC=C(C(=O)O)C=C1 4-[1-[(Z)-1-aminoprop-1-enyl]-5-(methyleneamino)pyrazol-4-yl]benzoic acid